C(C)OC(=O)C=1C(NC2=NC=C(C=C2C1O)Br)=O 6-bromo-4-hydroxy-2-oxo-1H-1,8-naphthyridine-3-carboxylic acid ethyl ester